[Co+2].N1=C(C=CC2=CC=CC=C12)C1=NC2=CC=CC=C2C=C1 biquinoline cobalt (II)